C1(CC1)C=1C=NC=2C(N(C=CC2C1)C=1N=C(OC1C1=CC=CC=C1)C1=CC=CC=C1)=O 3-cyclopropyl-7-(2,5-diphenyloxazol-4-yl)-1,7-naphthyridin-8(7H)-one